ClC1=C(C(=C(C(=C1C)C)C)C)N=CC N-(2-chloro-3,4,5,6-tetramethylphenyl)ethan-1-imine